tetrabutylammonium (2R,5R)-2-fluoro-7-oxo-1,6-diazabicyclo[3.2.1]octan-6-yl-sulfate F[C@H]1N2C(N([C@H](CC1)C2)OS(=O)(=O)[O-])=O.C(CCC)[N+](CCCC)(CCCC)CCCC